O1C=C(C=C1)C=1C=C(C=CC1)[C@@H]1NOCC1 (R)-3-(3-(furan-3-yl)phenyl)isoxazolidine